COC=1C=C(N)C=CC1OCC1=CSC=C1 3-methoxy-4-(thien-3-ylmethoxy)aniline